6-(4-methylpyridin-3-yl)indolin-2-one CC1=C(C=NC=C1)C1=CC=C2CC(NC2=C1)=O